N-[2-amino-5-(4-fluorophenyl)phenyl]-4-(pyrimidin-5-ylsulfonyl)benzamide Methyl-(R,E)-4-(3-((6-(3-(2-ethoxyphenoxy)piperidin-1-yl)pyrazin-2-yl)amino)-3-oxoprop-1-en-1-yl)benzoate COC(C1=CC=C(C=C1)\C=C\C(=O)NC1=NC(=CN=C1)N1C[C@@H](CCC1)OC1=C(C=CC=C1)OCC)=O.NC1=C(C=C(C=C1)C1=CC=C(C=C1)F)NC(C1=CC=C(C=C1)S(=O)(=O)C=1C=NC=NC1)=O